1,3,5-Triazinetriol N1=C(N=C(N=C1O)O)O